OC=1N=C(SC1C)C1=CC=C(S1)B(O)O (5-(4-HYDROXY-5-METHYLTHIAZOL-2-YL)THIOPHEN-2-YL)BORONIC ACID